D-glucosamine-1-13C hydrochloride Cl.O[13CH]1[C@H](N)[C@@H](O)[C@H](O)[C@H](O1)CO